3-chloro-2-(2,6-Difluorobenzyl)-6-(1-(difluoromethyl)cyclopropyl)-2,4,5,6-tetrahydro-7H-pyrazolo[3,4-c]pyridine ClC=1N(N=C2CN(CCC21)C2(CC2)C(F)F)CC2=C(C=CC=C2F)F